COC1=CC=C(C=C1)NC1=NC(=NC(=N1)N)CN(C1=CC=CC=C1)C N2-(4-Methoxyphenyl)-6-((methyl(phenyl)amino)methyl)-1,3,5-triazine-2,4-diamine